FC(C1=NN=C(S1)N1C2=C(C3=CC=C(C=C13)S(NC1(CC1)C)(=O)=O)C(=NC=N2)C=2CCN(CC2)C(=O)N(C)C)F 4-(9-(5-(difluoromethyl)-1,3,4-thiadiazol-2-yl)-7-(N-(1-methylcyclopropyl)sulfamoyl)-9H-pyrimido[4,5-b]indol-4-yl)-N,N-dimethyl-3,6-dihydropyridine-1(2H)-carboxamide